2-((1s,3s)-3-((1H-pyrazolo[3,4-b]pyridin-5-yl)oxy)-2'-oxospiro[cyclobutane-1,3'-indolin]-1'-yl)acetic acid N1N=CC=2C1=NC=C(C2)OC2CC1(C(N(C3=CC=CC=C13)CC(=O)O)=O)C2